(1S,3S)-3-((2-(5-(((4-(3-Fluoropropoxy)pyrimidin-2-yl)amino)methyl)-1-methyl-1H-pyrazol-4-yl)-4-methylpyrimidin-5-yl)oxy)cyclohexan FCCCOC1=NC(=NC=C1)NCC1=C(C=NN1C)C1=NC=C(C(=N1)C)OC1CCCCC1